S1C=CC2=C1C=C(C=C2)C2=C(NC=1C2=NC=CC1)C1=C(C=NC=C1)OC[C@H]1NCCC1 3-(1-benzothiophen-6-yl)-2-(3-{[(2S)-pyrrolidin-2-yl]methoxy}pyridin-4-yl)-1H-pyrrolo[3,2-b]pyridine